ClC=1C=C2C(=CC(=NC2=CC1)C(F)(F)F)NC1CCC(CC1)NC(=O)C1=CN=C2N1C=CC=N2 N-[(1s,4s)-4-{[6-chloro-2-(trifluoromethyl)quinolin-4-yl]amino}cyclohexyl]imidazo[1,2-a]pyrimidine-3-carboxamide